4-(4-bromophenyl)piperidine-4-carboxylate BrC1=CC=C(C=C1)C1(CCNCC1)C(=O)[O-]